INDOLE-3,4-DICARBOXALDEHYDE N1C=C(C=2C(=CC=CC12)C=O)C=O